C(C)(C)OC(=O)N1CCN(CC1)C1=NC=2N(C=C1)N=CC2C=2C(=NC=CC2)F 4-(3-(2-fluoropyridin-3-yl)pyrazolo[1,5-a]pyrimidin-5-yl)piperazine-1-carboxylic acid isopropyl ester